N1=C(C=CC=C1)C(CC)(C1=NC=CC=C1)N1C(=NC2=C1C=CC=C2NS(=O)(=O)CC)C2=CN(C1=C(N=CC=C12)O)C N-(1-(1,1-di(pyridin-2-yl)propyl)-2-(7-hydroxy-1-methyl-1H-pyrrolo[2,3-c]pyridin-3-yl)-1H-benzo[d]imidazol-4-yl)ethanesulfonamide